8-(cyclohexylmethyl)-2,8-diazaspiro[4.5]decane-4-carboxylate C1(CCCCC1)CN1CCC2(C(CNC2)C(=O)[O-])CC1